5-Ethyl-4-(8-fluoro-2-(((2R,7aS)-2-fluorotetrahydro-1H-pyrrolizin-7a(5H)-yl)methoxy)-4-(1-oxa-6-azaspiro[3.5]nonan-6-yl)pyrido[4,3-d]pyrimidin-7-yl)naphthalen-2-ol C(C)C1=C2C(=CC(=CC2=CC=C1)O)C1=C(C=2N=C(N=C(C2C=N1)N1CC2(CCO2)CCC1)OC[C@]12CCCN2C[C@@H](C1)F)F